methyl caproate C(CCCCC)(=O)OC